(1-(4-methoxyphenyl)-1H-benzo[d][1,2,3]triazol-5-yl)(piperidin-1-yl)methanone COC1=CC=C(C=C1)N1N=NC2=C1C=CC(=C2)C(=O)N2CCCCC2